C1(=CC=CC=C1)C=1N=CC(=NC1C1=CC=CC=C1)N1CCC(CC1)OCC(=O)O 2-((1-(5,6-diphenylpyrazin-2-yl)piperidin-4-yl)oxy)acetic acid